4-(4-hydroxy-3-isopropylphenylthio)-2-isopropylphenol OC1=C(C=C(C=C1)SC1=CC(=C(C=C1)O)C(C)C)C(C)C